CN(C(OC(C)(C)C)=O)CC1OC1 tert-Butyl N-methyl-N-(oxiran-2-ylmethyl)carbamate